C(CCC)N1C(C2=CN=CC=C2C(=C1)C1=CC(=C(OC2CCN(CC2)CC2CCN(CC2)C(=O)C=2C=CC(=C(C2)N2C(NC(CC2)=O)=O)OC)C=C1)OC)=O 1-(5-(4-((4-(4-(2-butyl-1-oxo-1,2-dihydro-2,7-naphthyridin-4-yl)-2-methoxyphenoxy)piperidin-1-yl)methyl)piperidine-1-carbonyl)-2-methoxyphenyl)dihydropyrimidine-2,4(1H,3H)-dione